1-(2-chloro-5-((1-methyl-1H-pyrazol-4-yl)ethynyl)pyridin-4-yl)-4-methylpiperazine ClC1=NC=C(C(=C1)N1CCN(CC1)C)C#CC=1C=NN(C1)C